3-hydroxy-4-isobutylpyrrolidine OC1CNCC1CC(C)C